ClC=1C=C(C=CC1F)NC(N(C=1C=NC(=CC1)OC)CC1=NNC=2CCC(CC12)O)=O 3-(3-chloro-4-fluorophenyl)-1-((5-hydroxy-4,5,6,7-tetrahydro-1H-indazol-3-yl)methyl)-1-(6-methoxypyridin-3-yl)urea